N[C@@H](CS)C=1N(C(/C(/N1)=C/C1=CC(=C(C=C1)O)F)=O)CC(=O)O 2-[(4Z)-2-[(1R)-1-amino-2-sulfanylethyl]-4-[(3-fluoro-4-hydroxyphenyl)methylidene]-5-oxoimidazol-1-yl]acetic acid